methyl 4-(2-(3-(methoxycarbonyl)-4-methylphenoxy)ethoxy)-2-methylbenzoate COC(=O)C=1C=C(OCCOC2=CC(=C(C(=O)OC)C=C2)C)C=CC1C